FC1=CC=C(CN2CCN(C3=CC=CC=C23)C(=O)NC2CCN(CC2)C(=O)OC(C)(C)C)C=C1 tert-butyl 4-(4-(4-fluorobenzyl)-1,2,3,4-tetrahydroquinoxaline-1-carboxamido)piperidine-1-carboxylate